C(C)OC1=C(C=C2CCN(C(C2=C1)CCC1=CNC2=CC=C(C=C12)OCC)C(=O)N1CCOCC1)OC (7-ethoxy-1-(2-(5-ethoxy-1H-indol-3-yl)ethyl)-6-methoxy-3,4-dihydroisoquinolin-2(1H)-yl)(morpholinyl)methanone